2-phenylethane-1-sulfonate C1(=CC=CC=C1)CCS(=O)(=O)[O-]